tert-butyl 6-(6-(3,5-dimethoxyphenyl)-2-(methylamino)-7-oxopyrido[2,3-d]pyrimidin-8(7H)-yl)-2-azaspiro[3.3]heptane-2-carboxylate COC=1C=C(C=C(C1)OC)C1=CC2=C(N=C(N=C2)NC)N(C1=O)C1CC2(CN(C2)C(=O)OC(C)(C)C)C1